NC1=CC(=C(C#N)C=C1)C#CC1CC1 4-Amino-2-(cyclopropylethynyl)benzonitrile